C1=CC=CC=2C3=CC=CC=C3C(C12)COC(=O)N([C@@H](CC(=O)OCC=C)C(=O)OC(C)(C)C)C 4-Allyl 1-(tert-butyl) N-(((9H-fluoren-9-yl)methoxy)carbonyl)-N-methyl-L-aspartate